5-bromo-6-((trimethylsilyl)ethynyl)pyridin-2-amine BrC=1C=CC(=NC1C#C[Si](C)(C)C)N